NC1=CC=C(C=N1)N1[C@@H](CN(CC1)C(=O)C1=CC=C(C=C1)C1=CC=C(C=C1)C(F)(F)F)C [(R)-4-(6-Amino-pyridin-3-yl)-3-methyl-piperazin-1-yl]-(4'-trifluoromethyl-biphenyl-4-yl)-methanone